(3R,4S)-4-(Isopropyl(methyl)amino)pyrrolidin-3-ol C(C)(C)N([C@@H]1[C@@H](CNC1)O)C